(R)-2-[4-(6-chloro-2-benzoxazolyloxy)phenoxy]propionic acid ClC1=CC2=C(N=C(O2)OC2=CC=C(O[C@@H](C(=O)O)C)C=C2)C=C1